O-mesitylenesulfonylhydroxylamine C1(=C(C(=CC(=C1)C)C)S(=O)(=O)ON)C